C(C)(C)(C)OC(=O)N(C(OC(C)(C)C)=O)C1=NN2C(C=C(C=C2)C2=C(C(=NC=C2)Cl)F)=N1 tert-butyl (tert-butoxycarbonyl)(7-(2-chloro-3-fluoropyridin-4-yl)-[1,2,4]triazolo[1,5-a]pyridin-2-yl)carbamate